1-(6-chloro-9-cyclopropoxy-7-fluoro-1,3,4,5-tetrahydro-2H-pyrrolo[3,2-c:4,5-c']dipyridin-2-yl)-2-hydroxyethan-1-one ClC1=C2C(=C(N=C1F)OC1CC1)C=1CN(CCC1N2)C(CO)=O